(e)-1-(4-((e)-3,3-Dimethyltriaz-1-en-1-yl)phenyl)-3-(4-(((2r,3s,4r,5r,6s)-3,4,5-trihydroxy-6-(hydroxymethyl)tetrahydro-2h-pyran-2-yl)oxy)phenyl)prop-2-en-1-one CN(/N=N/C1=CC=C(C=C1)C(\C=C\C1=CC=C(C=C1)O[C@H]1O[C@H]([C@@H]([C@H]([C@@H]1O)O)O)CO)=O)C